5-bromo-6-fluoro-1,3-dihydro-2-benzofuran BrC1=CC2=C(COC2)C=C1F